4-(dodecyloxy)-N-neopentylaniline C(CCCCCCCCCCC)OC1=CC=C(NCC(C)(C)C)C=C1